NC1=C(C=C(C=C1)C1=CC=C(C=C1)F)NC(C1=CC=C(C=C1)S(=O)(=O)C=1C=NC=C(C1)C#N)=O N-[2-amino-5-(4-fluorophenyl)phenyl]-4-[(5-cyano-3-pyridinyl)sulfonyl]benzamide